CC1=NC(=CC(=N1)NC1=NC=C(C(=O)NOCC)C(=C1)NC1=C(C=C(C=C1)OC)N(S(=O)(=O)C1CC1)C)C 6-((2,6-dimethyl-pyrimidin-4-yl)amino)-N-ethoxy-4-((4-methoxy-2-(N-methyl-cyclopropylsulfonamido)phenyl)-amino)nicotinamide